(2S,4R)-1-[(2S)-2-(4-cyclopropyltriazol-1-yl)-3,3-dimethyl-butanoyl]-4-hydroxy-N-(3-pyrrol-1-ylpropyl)pyrrolidine-2-carboxamide C1(CC1)C=1N=NN(C1)[C@H](C(=O)N1[C@@H](C[C@H](C1)O)C(=O)NCCCN1C=CC=C1)C(C)(C)C